C1(C(C)=CC(N1)=O)=O Citraconimid